(+)-2-(5-(((7-(3,3-difluorocyclohexyl)-5-isopropyl-5H-pyrrolo[3,2-d]pyrimidin-2-yl)thio)methyl)-2-fluorophenyl)acetic acid FC1(CC(CCC1)C1=CN(C2=C1N=C(N=C2)SCC=2C=CC(=C(C2)CC(=O)O)F)C(C)C)F